C(CCC)OC1CCN(CC1)CCC(=O)C1=CC=CC=C1 4-butoxy-β-piperidinyl-propiophenone